N-[4,6-di-bromo-2-[(di-2-propyl-lambda4-sulfanylidene)carbamoyl]-phenyl]-2-(3-chloro-2-pyridyl)-5-(trifluoromethyl)pyrazole-3-carboxamide BrC1=CC(=C(C(=C1)Br)NC(=O)C=1N(N=C(C1)C(F)(F)F)C1=NC=CC=C1Cl)C(N=S(C(C)C)C(C)C)=O